3,3'-biphenyldicarboxylic acid C1(=CC(=CC=C1)C(=O)O)C1=CC(=CC=C1)C(=O)O